5-(3-(3-cyclopropyl-1-methyl-1H-pyrazol-5-yl)-2-fluoro-6-hydroxyphenyl)-1,2,5-thiadiazolidin-3-one 1,1-dioxide C1(CC1)C1=NN(C(=C1)C=1C(=C(C(=CC1)O)N1CC(NS1(=O)=O)=O)F)C